(±)-4-((1S,2S,3R)-2-azido-1,3-difluorohexyl)benzonitril N(=[N+]=[N-])[C@H]([C@@H](F)C1=CC=C(C#N)C=C1)[C@@H](CCC)F |r|